1,3-bis[bis(pyridin-2-ylmethyl)amino]propan N1=C(C=CC=C1)CN(CCCN(CC1=NC=CC=C1)CC1=NC=CC=C1)CC1=NC=CC=C1